OC1C(C=CC=C1)(CC1=CC=C(C=C1)C(C(C)(C)O)=O)C(C(C)C)=O (2-hydroxy-1-(4-(2-hydroxy-2-methylpropionyl)benzyl)phenyl)-2-methylpropan-1-one